CCN(CCCS(=O)(=O)[O-])C1=CC=CC(=C1)C.[Na+] N-ethyl-N-sulfopropyl-m-toluidine sodium salt